Cl.Cl.Cl.CO methanol, trishydrochloride